tert-butyl (7-((4-(benzylthio)phenyl)sulfonamido)heptyl)carbamate C(C1=CC=CC=C1)SC1=CC=C(C=C1)S(=O)(=O)NCCCCCCCNC(OC(C)(C)C)=O